(S)-2-(((benzyloxy)carbonyl)amino)-4-(((R)-2-methoxypropyl)(4-(5,6,7,8-tetrahydro-1,8-naphthyridin-2-yl)butyl)amino)butanoic acid acetate C(C)(=O)O.C(C1=CC=CC=C1)OC(=O)N[C@H](C(=O)O)CCN(CCCCC1=NC=2NCCCC2C=C1)C[C@@H](C)OC